6-{2-[3-fluoro-4-(trifluoromethyl)phenyl]ethyl}-4-hydroxy-2,3-dihydropyridazin-3-one FC=1C=C(C=CC1C(F)(F)F)CCC=1C=C(C(NN1)=O)O